C(C)OC=1C=C(C=CC1C=1NC(C2=C(N1)NN=N2)=O)C2=CC(=CC=C2)O[C@@H](C(=O)O)C |r| (+-)-2-((3'-ethoxy-4'-(7-oxo-6,7-dihydro-3H-[1,2,3]triazolo[4,5-d]pyrimidin-5-yl)-[1,1'-biphenyl]-3-yl)oxy)propanoic acid